2,6-bis(bis(2-benzimidazolylmethyl)aminomethyl)-4-methylphenol N1=C(NC2=C1C=CC=C2)CN(CC=2NC1=C(N2)C=CC=C1)CC1=C(C(=CC(=C1)C)CN(CC=1NC2=C(N1)C=CC=C2)CC=2NC1=C(N2)C=CC=C1)O